FC1=CC2=C(OC(CN2)C2=CC=CC=C2)C=C1F 6,7-difluoro-2-phenyl-3,4-dihydro-2H-benzo[b][1,4]oxazine